(R)-3-(5-((tert-Butyldimethylsilyl)oxy)-2-((2-(2-methoxyphenyl)pyrimidin-4-yl)methoxy)phenyl)-1-ethoxy-1-oxopropan-2-yl benzoate C(C1=CC=CC=C1)(=O)O[C@@H](C(=O)OCC)CC1=C(C=CC(=C1)O[Si](C)(C)C(C)(C)C)OCC1=NC(=NC=C1)C1=C(C=CC=C1)OC